Prop-2-yn-1-yl ((1R,3R)-3-(6-((3-((cyclobutoxycarbonyl)amino)-5-(1-methyl-1H-pyrazol-4-yl)phenyl)amino)-3-methyl-2-oxo-2,3-dihydro-1H-imidazo[4,5-c]pyridin-1-yl)cyclopentyl)carbamate C1(CCC1)OC(=O)NC=1C=C(C=C(C1)C=1C=NN(C1)C)NC1=CC2=C(C=N1)N(C(N2[C@H]2C[C@@H](CC2)NC(OCC#C)=O)=O)C